C(C1=CC=CC=C1)OC1CC(C1)NS(=O)C(C)(C)C N-[3-(benzyloxy)cyclobutyl]-2-methylpropane-2-sulfinamide